SCSC(SCS)(CC(SCSC(SC(SC(CC(SC(S)SCS)(SCS)SCS)SCS)SCS)(CC(SCS)SCS)SCS)(SCS)SCS)SCS 3,5,9,11,15,17-hexakis(mercaptomethylthio)9-(2,2-bis(mercaptomethylthio)ethyl)-3,5,13,15-tetrakis(mercaptomethylthio)-1,17-dimercapto-2,6,8,10,12,16-hexathiaheptadecane